N1C=CC2=NC=C(C=C21)NC(C2=CC=CC=C2)=O N-(1H-pyrrolo[3,2-b]pyridin-6-yl)benzamide